4-((3-bromopyridin-2-yl)amino)butan-1-ol BrC=1C(=NC=CC1)NCCCCO